N-(4-bromophenyl)-5-pentylpicolinamide hydrogen chloride Cl.BrC1=CC=C(C=C1)NC(C1=NC=C(C=C1)CCCCC)=O